C(C1=CC=CC=C1)C=1NC(=NN1)C(=O)N[C@@H]1C(N(C2=C(OC1)C(=CC=C2)Cl)C)=O (S)-5-benzyl-N-(9-chloro-5-methyl-4-oxo-2,3,4,5-tetrahydrobenzo[b][1,4]oxazepin-3-yl)-4H-1,2,4-triazole-3-carboxamide